CC1=NOC(=C1C)C(=O)N1C2CC2CC1C(=O)N 2-(3,4-dimethylisoxazole-5-carbonyl)-2-azabicyclo[3.1.0]hexane-3-carboxamide